ClC=1C=C(C=CC1)C=1CCCC2=C(C1C1=CC=C(C=C1)CC1CN(C1)CCCF)C=CC=C2 8-(3-Chlorophenyl)-9-(4-((1-(3-fluoropropyl)azetidin-3-yl)methyl)phenyl)-6,7-dihydro-5H-benzo[7]annulen